FC1=C(C=CC(=C1)C1=NC=CC=C1)NC(OCC=1C=C2C(N(CC2=CC1)C1C(NC(CC1)=O)=O)=O)=O (2-(2,6-dioxopiperidin-3-yl)-3-oxoisoindolin-5-yl)methyl (2-fluoro-4-(pyridin-2-yl)phenyl)carbamate